[Si](C1=CC=CC=C1)(C1=CC=CC=C1)(C(C)(C)C)OCC1C2(CNC(O2)=O)CCN(C1)C(=O)OC(C)(C)C tert-Butyl 6-[[tert-butyl(diphenyl)silyl]oxymethyl]-2-oxo-1-oxa-3,8-diazaspiro[4.5]decane-8-carboxylate